C(CCC)(N)N Butandiamin